[Na+].[Na+].P([O-])(=O)(OP(=O)([O-])OP(=O)(O)O)OC[C@@H]1[C@H]([C@H]([C@@H](O1)N1C=NC=2C(N)=NC=NC12)O)O.C(C1=CC=CC=C1)OC1=CC=C2C(=C(C=NC2=C1)C(=O)C1=C(C=CC=C1)C(F)(F)F)Cl (7-(benzyloxy)-4-chloroquinolin-3-yl)(2-(trifluoromethyl)phenyl)methanone Adenosine-5'-triphosphate disodium salt